C[C@@H](CCCN1C(C2=CC=C(C=C2C=C1)B1OC(C(O1)(C)C)(C)C)=O)NC(OC(C)(C)C)=O tert-butyl N-[(1S)-1-methyl-4-[1-oxo-6-(4,4,5,5-tetramethyl-1,3,2-dioxaborolan-2-yl)-2-isoquinolyl]butyl]carbamate